N-(2,6-dichlorobenzyl)ethanamine ClC1=C(CNCC)C(=CC=C1)Cl